6-(4-(difluoromethoxy)phenyl)-2-((5-methyl-4H-1,2,4-triazol-3-yl)methyl)pyridazin-3(2H)-one FC(OC1=CC=C(C=C1)C=1C=CC(N(N1)CC1=NN=C(N1)C)=O)F